C(CCCCC(C)C)C1=C(C=CC=C1)[O-] isooctyl-phenolate